3-(2-oxo(oxazolidin-3-yl)phenyl)-N-propylimidazo[1,2-a]pyridine-2-carboxamide O=C1C(C=CC=C1N1COCC1)C1=C(N=C2N1C=CC=C2)C(=O)NCCC